2-(1-heptylcyclobutyl)acetic acid C(CCCCCC)C1(CCC1)CC(=O)O